5-(4-((2R,5S)-2-((1H-1,2,4-triazol-1-yl)methyl)-5-(4-chlorobenzyl)morpholino)piperidin-1-yl)-4H-1,2,4-triazol-3-amine 2,2,2-trifluoroacetate FC(C(=O)O)(F)F.N1(N=CN=C1)C[C@@H]1OC[C@@H](N(C1)C1CCN(CC1)C=1NC(=NN1)N)CC1=CC=C(C=C1)Cl